C1(CCC1)C(=O)N1CCC(CC1)CN1[C@@H]([C@H]([C@@H]([C@H](C1)O)O)O)C cyclobutyl-(4-(((2R,3R,4R,5S)-3,4,5-trihydroxy-2-methylpiperidin-1-yl)methyl)piperidin-1-yl)methanone